Cyclobutane-1,1-dicarboxylic acid dimethyl ester COC(=O)C1(CCC1)C(=O)OC